(S)-1-(1-(tert-butyl)-1H-pyrrole-3-carbonyl)-N-(4-(3-(2,6-dimethylpyridin-4-yl)phenyl)thiazol-2-yl)pyrrolidine-2-carboxamide C(C)(C)(C)N1C=C(C=C1)C(=O)N1[C@@H](CCC1)C(=O)NC=1SC=C(N1)C1=CC(=CC=C1)C1=CC(=NC(=C1)C)C